CC1=C(OC(C(=O)O)(C)C)C(=CC(=C1)C([2H])([2H])N1N=CN(C1=O)C1=CC=C(C=C1)OC(F)(F)F)C 2-(2,6-Dimethyl-4-((5-oxo-4-(4-(tri-fluoromethoxy)phenyl)-4,5-dihydro-1H-1,2,4-triazol-1-yl)methyl-d2)-phenoxy)-2-methylpropionic acid